tert-butyl 4-(2-(3-(2,4-dioxotetrahydropyrimidin-1(2H)-yl)-4-methylphenoxy)acetyl)piperazine-1-carboxylate O=C1N(CCC(N1)=O)C=1C=C(OCC(=O)N2CCN(CC2)C(=O)OC(C)(C)C)C=CC1C